[1-(6-trifluoromethyl-pyridin-3-yl)-azetidin-3-yl]-acetic acid ethyl ester C(C)OC(CC1CN(C1)C=1C=NC(=CC1)C(F)(F)F)=O